C(C1=CC=CC=C1)N(C(C(=O)OC)CO)CC#C methyl 2-(benzyl (prop-2-yn-1-yl) amino)-3-hydroxypropionate